C[C@@H]1CN=C(CC1)C1(CC1)C(F)(F)F |r| rac-(3S)-3-Methyl-6-[1-(trifluoromethyl)cyclopropyl]-2,3,4,5-tetrahydropyridine